N-(4-bromophenyl)-4-phenylaniline BrC1=CC=C(C=C1)NC1=CC=C(C=C1)C1=CC=CC=C1